6-[(4-chlorobutyl)oxy]-3,4-dihydro-2H-benzoxazine-3-one ClCCCCOC=1C=CC2=C(CC(NO2)=O)C1